4-(((1-ethyl-1H-pyrazol-4-yl)amino)pyrimidin-2-yl)-5-methoxy-N-methylbenzene-1,2,4-triamine C(C)N1N=CC(=C1)NC1=NC(=NC=C1)C1(CC(=C(C=C1OC)NC)N)N